n-butyl-lead C(CCC)[Pb]